3-{5-[6-chloro-4-(diethylamino)quinazolin-2-yl]-1-oxo-2,3-dihydro-1H-isoindol-2-yl}piperidine-2,6-dione ClC=1C=C2C(=NC(=NC2=CC1)C=1C=C2CN(C(C2=CC1)=O)C1C(NC(CC1)=O)=O)N(CC)CC